nonadecane-3,13-diol CCC(CCCCCCCCCC(CCCCCC)O)O